Tert-butyl (2-((2,3-dihydro-1H-inden-2-yl)carbamoyl)-6-((4-fluorophenyl)amino)pyridin-4-yl)carbamate C1C(CC2=CC=CC=C12)NC(=O)C1=NC(=CC(=C1)NC(OC(C)(C)C)=O)NC1=CC=C(C=C1)F